9-(oxetan-3-yl)nonanal O1CC(C1)CCCCCCCCC=O